2-methoxy-2-butene COC(C)=CC